1-((5-amino-6-methyl-1H-pyrrolo[3,2-b]pyridin-2-yl)methyl)-[2,2'-bipyridyl]-6(1H)-one NC1=C(C=C2C(=N1)C=C(N2)CN2C(=CC=CC2=O)C2=NC=CC=C2)C